N1C=C(C=C1)C(=O)NC1=CC=C2C(=N1)C(=CN2)C2CCN(CC2)C 5-(3-pyrrolecarbonyl)amino-3-(1-methylpiperidin-4-yl)-pyrrolo[3,2-b]pyridine